Pyrrolidinyl-diaminopyrimidine nitrogen [N].N1(CCCC1)C1=NC(=CC(=N1)N)N